(2-(9H-carbazol-9-yl-d8)phenyl-3,4,5,6-d4)boric acid C1(=C(C(=C(C=2C3=C(C(=C(C(=C3N(C12)C1=C(C(=C(C(=C1[2H])[2H])[2H])[2H])OB(O)O)[2H])[2H])[2H])[2H])[2H])[2H])[2H])[2H]